FC(C=1N=NN(C1)S(=O)(=O)F)(F)F 4-trifluoromethyl-1-fluorosulfonyl-1,2,3-triazole